7-methyl-N-[(2S)-1-{4-[(2-phenylpyrimidin-5-yl)sulfonyl]piperazin-1-yl}propan-2-yl]thieno[3,2-d]pyrimidin-4-amine CC1=CSC2=C1N=CN=C2N[C@H](CN2CCN(CC2)S(=O)(=O)C=2C=NC(=NC2)C2=CC=CC=C2)C